COC1(CN(C1)C1=CC=C(C=C1)C1CN(C1)C(=O)N1C[C@@H]2[C@@H](OCC(N2)=O)CC1)C (4aR,8aS)-6-(3-(4-(3-Methoxy-3-methylazetidin-1-yl)phenyl)azetidine-1-carbonyl)hexahydro-2H-pyrido[4,3-b][1,4]oxazin-3(4H)-one